(4-{5-amino-6-[1-(2,6-dichloro-phenyl)-ethoxy]-pyrazin-2-yl}-phenyl)-(4-pyrrolidin-1-yl-piperidin-1-yl)-methanone NC=1N=CC(=NC1OC(C)C1=C(C=CC=C1Cl)Cl)C1=CC=C(C=C1)C(=O)N1CCC(CC1)N1CCCC1